[Br-].C(C)(C)(C)[NH3+] Tert-butyl-ammonium bromide